N1(CCOCC1)C(COC=1C=C(C=CC1)C(C)NC1=NC=NC=C1)=O N-(1-{3-[(2-morpholin-4-yl-2-oxoethyl)oxy]phenyl}ethyl)pyrimidin-4-amine